1-(oxacyclohexan-2-yl)-1H-indazole O1C(CCCC1)N1N=CC2=CC=CC=C12